BrC1=CC(=CC=2C3=CC(=CC=C3NC12)C(C)(C)C)C(C)(C)C 1-bromo-3,6-di-tert-butyl-9H-carbazole